C1(CC1)C(=O)NC1=CC(=C(N=N1)C(=O)NC([2H])([2H])[2H])NC1=NC=CC=2C=3C([C@H](N(C12)C)C)=NN(N3)C3COC3 |o1:27| rel-(R)-6-(cyclopropanecarboxamido)-4-((4,5-dimethyl-2-(oxetan-3-yl)-4,5-dihydro-2H-[1,2,3]triazolo[4,5-c][1,7]naphthyridin-6-yl)amino)-N-(methyl-d3)pyridazine-3-carboxamide